1-(4-chloro-2-methyl-pyrimidin-5-yl)-3-[6-(3-methoxyphenoxy)-3-pyridyl]urea ClC1=NC(=NC=C1NC(=O)NC=1C=NC(=CC1)OC1=CC(=CC=C1)OC)C